Cl.C1NCC12CCN(CC2)C2=CC1=C(NC(O1)=O)C=C2 6-(2,7-diazaspiro[3.5]non-7-yl)-3H-1,3-benzoxazol-2-one hydrochloride